CC(C)(CCC(C)C)C(C(C(C(=O)[O-])(C(C)(CCC(C)C)C)C(C)(CCC(C)C)C)(O)C(=O)[O-])C(=O)[O-] Tri(2,5-dimethyl-2-hexyl)citrat